1,2-phenylenebis(methylene) selenocyanate C1(=C(C=CC=C1)C[Se]C#N)C[Se]C#N